N(=[N+]=[N-])CCOCCN1N=C(C2=C1C(N(CC2)CC2(CC2)S(=O)(=O)C(CO)(C)C)=O)C(=O)NCC2=CC=C(C=C2)C#N 1-(2-(2-azidoethoxy)ethyl)-N-(4-cyanobenzyl)-6-((1-((1-hydroxy-2-methylpropan-2-yl)sulfonyl)cyclopropyl)methyl)-7-oxo-4,5,6,7-tetrahydro-1H-pyrazolo[3,4-c]pyridine-3-carboxamide